FC(CN1C(C2=CC=CC=C2C1=O)=O)(F)F 2-(2,2,2-trifluoroethyl)-1H-isoindole-1,3(2H)-dione